[(cis)-2,6-dimethylmorpholin-4-yl]methanone C[C@@H]1CN(C[C@@H](O1)C)C=O